(S)-N-(5-(propanoyl-3,3,3-d3)-4-((2,4,5-trimethyl-1-oxo-1,2,4,5-tetrahydro-[1,2,4]triazolo[4,3-a]quinoxalin-6-yl)amino)pyridin-2-yl)cyclopropanecarboxamide C(CC([2H])([2H])[2H])(=O)C=1C(=CC(=NC1)NC(=O)C1CC1)NC1=C2N([C@H](C=3N(C2=CC=C1)C(N(N3)C)=O)C)C